NC1CC2(C1)CCN(CC2)C2=CC=C(N=N2)C2=C(C=C(C=C2Cl)Cl)O 2-[6-(2-amino-7-azaspiro[3.5]nonan-7-yl)pyridazin-3-yl]-3,5-dichloro-phenol